3-fluoro-9-methyl-5-(5-((1-(trifluoromethyl)cyclopropyl)ethynyl)-3,4-dihydroquinolin-1(2H)-yl)pyrido[3,2-e][1,2,4]triazolo[4,3-a]pyrimidine FC1=CC=2C(=NC=3N(C2N=C1)C(=NN3)C)N3CCCC1=C(C=CC=C31)C#CC3(CC3)C(F)(F)F